Tris(trimethylsilyl)Phosphate C[Si](C)(C)OP(=O)(O[Si](C)(C)C)O[Si](C)(C)C